2-[2-(bromomethyl)thiazol-5-yl]-5-(difluoromethyl)-1,3,4-oxadiazole BrCC=1SC(=CN1)C=1OC(=NN1)C(F)F